NC1=NC=2C=C(C(=CC2C2=C1COC2)C(=O)N(CC=2C=CC1=C(CC3(CCN(CC3)C)O1)C2)[C@H](COC)C)F (S)-4-amino-7-fluoro-N-(1-methoxypropan-2-yl)-N-((1'-methyl-3H-spiro[benzofuran-2,4'-piperidin]-5-yl)methyl)-1,3-dihydrofuro[3,4-c]quinoline-8-carboxamide